9-methyldecyl 8-((8-((1-fluoroheptadecan-9-yl)oxy)-8-oxooctyl)(4-hydroxybutyl)amino)-2-methyloctanoate FCCCCCCCCC(CCCCCCCC)OC(CCCCCCCN(CCCCCCC(C(=O)OCCCCCCCCC(C)C)C)CCCCO)=O